ClC=1C=C(C=CC1F)NC1=NC=NC2=CC(=C(C=C12)OCCCN1C[C@@H]2OCCO[C@@H]2C1)OC 4-[(3-chloro-4-fluorophenyl)amino]-7-methoxy-6-{3-[(1R,6S)-2,5-dioxa-8-azabicyclo[4.3.0]nonan-8-yl]propoxy}quinazoline